The molecule is the acetate salt of L-arginyl-L-glutamic acid. It is an organic molecular entity and an acetate salt. It contains a L-arginyl-L-glutamic acid. CC(=O)O.C(C[C@@H](C(=O)N[C@@H](CCC(=O)O)C(=O)O)N)CN=C(N)N